γ-Methyleneglutamic Acid C=C(C[C@H](N)C(=O)O)C(=O)O